[Br].C(CCCCCCCCCCCCC)N1CN(C=C1)C 1-tetradecyl-3-methylimidazole bromine salt